C1(CCCCC1)NC1=NC=CC(=C1)C=1C=C2C(=NNC2=CC1)N 5-(2-(Cyclohexylamino)pyridin-4-yl)-1H-indazol-3-amine